BrC=1C=C2C=NC(=NC2=CC1)N1CCOCC1 4-(6-bromoquinazolin-2-yl)morpholine